ClC=1C=C(C=CC1N1C(N(CC1)C)=O)C1=C(C(=CC(=C1)F)C1=CC(=NC=C1)N1CC(NCC1)C(F)(F)F)O 1-(3-chloro-5'-fluoro-2'-hydroxy-3'-(2-(3-(trifluoromethyl)piperazin-1-yl)pyridin-4-yl)-[1,1'-biphenyl]-4-yl)-3-methylimidazolidin-2-one